ClC=1C(=NC=C(C1)C(F)(F)F)CCNC(C1=C(C=CC=C1)C(F)(F)F)=O N-[2-[3-chloro-5-(trifluoromethyl)-2-pyridyl]ethyl]-2-trifluoromethyl-benzamide